methyl (2S)-2-[[(2S)-2-[(4-chloro-5-methoxy-1H-indole-2-carbonyl)amino]-4,4-dimethyl-pentanoyl] amino]-3-[(3S)-2-oxo-3-piperidyl]propanoate ClC1=C2C=C(NC2=CC=C1OC)C(=O)N[C@H](C(=O)N[C@H](C(=O)OC)C[C@H]1C(NCCC1)=O)CC(C)(C)C